C(C1=CC=CC=C1)NC(N(C1=C(C=C(C=C1)C=1C=NN(C1)C)OC)[C@@H]1CC[C@H](CC1)NC1=NC=C(C=C1)C#N)=O 3-benzyl-1-(trans-4-((5-cyanopyridin-2-yl)amino)cyclohexyl)-1-(2-methoxy-4-(1-methyl-1H-pyrazol-4-yl)phenyl)urea